2-butyl-Imidazole C(CCC)C=1NC=CN1